ClC(C(=O)OCC)(F)F ethyl 2-chloro-2,2-difluoro-acetate